2-ethyl-benzo[b]thiophene C(C)C1=CC2=C(S1)C=CC=C2